N1C(C(C2=CC=CC=C12)=O)=O 2,3-Indolinedione